4-[(4-bromo-2-chlorophenyl)amino]-1-methyl-6-oxo-1,6-dihydropyridazine-3-carboxylic acid BrC1=CC(=C(C=C1)NC=1C(=NN(C(C1)=O)C)C(=O)O)Cl